C12CCC(CC1)N2S(=O)(=O)NC(=O)C2=C(C=C(C(=O)O)C=C2)OC 4-(((7-azabicyclo[2.2.1]heptan-7-yl)sulfonyl)carbamoyl)-3-methoxybenzoic acid